FC1=C(C(N(C(=C1)C)C1=NC=CC=C1)=O)C(=O)O fluoro-6-methyl-2-oxo-2H-[1,2'-bipyridine]-3-carboxylic acid